FC(OCCOCC=1N=NN(C1)C12CC(C1)(C2)NC(OC(C)(C)C)=O)(F)F tert-butyl [3-(4-{[2-(trifluoromethoxy)ethoxy]methyl}-1H-1,2,3-triazol-1-yl)bicyclo[1.1.1]pentan-1-yl]carbamate